methyl N-[4,5-difluoro-2-[[(1S)-3-(methylamino)-1-[[(3S,5R)-5-methyl-2-oxo-pyrrolidin-3-yl]methyl]-2,3-dioxo-propyl]carbamoyl]phenyl]carbamate FC1=CC(=C(C=C1F)NC(OC)=O)C(N[C@H](C(C(=O)NC)=O)C[C@H]1C(N[C@@H](C1)C)=O)=O